(S,S)-N-(p-toluenesulfonyl)-1,2-diphenylethane-diamine CC1=CC=C(C=C1)S(=O)(=O)N[C@](CC1=CC=CC=C1)(N)C1=CC=CC=C1